tert-butyl 1-formyl-3,4-dihydroisoquinoline-2(1H)-carboxylate C(=O)C1N(CCC2=CC=CC=C12)C(=O)OC(C)(C)C